trans-tert-butyl-4-[(4-methoxyphenyl)methylamino]-3-(trifluoromethyl)piperidine-1-carboxylate C(C)(C)(C)OC(=O)N1C[C@H]([C@@H](CC1)NCC1=CC=C(C=C1)OC)C(F)(F)F